ClC1=C(C=C(C=C1)OC(F)(F)F)B(O)O [2-chloro-5-(trifluoro-methoxy)phenyl]boronic acid